O[C@H]1CC2(CCCN2C1)C(=O)OC methyl (2S)-2-hydroxytetrahydro-1H-pyrrolizine-7a(5H)-carboxylate